ClC=1C(=NC(=C(C1)F)N1C(N(C(=CC1=O)C(F)(F)F)C)=O)OC1=C(OCC(=O)OC)C=CC=C1 methyl [2-({3-chloro-5-fluoro-6-[3-methyl-2,6-dioxo-4-(trifluoromethyl)-3,6-dihydropyrimidin-1(2H)-yl]pyridin-2-yl}oxy)phenoxy]acetate